6-fluoro-7-[(2R)-2-[[(3-methylpyridin-2-yl)oxy]methyl]pyrrolidin-1-yl]-1-(oxan-4-yl)-4-oxoquinoline-3-carboxylic acid FC=1C=C2C(C(=CN(C2=CC1N1[C@H](CCC1)COC1=NC=CC=C1C)C1CCOCC1)C(=O)O)=O